3-Isobutyl-1-methylcyclohexanol C(C(C)C)C1CC(CCC1)(O)C